CC(CC)CCCC(CCCCCCCC)C 3,7-dimethyl-pentadecane